5-ethynyl-2'-fluoro-2'-deoxyuridine-5'-triphosphate P(O)(=O)(OP(=O)(O)OP(=O)(O)O)OC[C@@H]1[C@H]([C@H]([C@@H](O1)N1C(=O)NC(=O)C(=C1)C#C)F)O